2-[(4-nitrophenoxy)methyl] ethylene oxide [N+](=O)([O-])C1=CC=C(OCC2CO2)C=C1